N-(3-(1,1-difluoroethyl)phenyl)-1-(4-methoxy-2-methoxyphenyl)-3-methyl-5-oxo-4,5-dihydro-1H-pyrazole-4-carboxamide FC(C)(F)C=1C=C(C=CC1)NC(=O)C1C(=NN(C1=O)C1=C(C=C(C=C1)OC)OC)C